ClC1(OC(=NN1)C(F)(F)F)C=1C=CC=C(C(=O)O)C1 5-(2-chloro-5-(trifluoromethyl)-1,3,4-oxadiazol-2-yl)benzoic acid